n-methylquinuclidinium C[N+]12CCC(CC1)CC2